C(C)C(CO)CCC 2-ethylpentanol